(R)-2-(2-Chloro-5-isopropyl-8-oxothieno[2',3':4,5]pyrrolo[1,2-d][1,2,4]triazin-7(8H)-yl)-N-(6-oxopiperidin-3-yl)acetamid ClC1=CC2=C(C=C3N2C(=NN(C3=O)CC(=O)N[C@H]3CNC(CC3)=O)C(C)C)S1